C1CCC2=CC(=CC=C12)NC1CCC(CC1)(N)C N1-(2,3-dihydro-1H-inden-5-yl)-4-methylcyclohexane-1,4-diamine